O=C1N(CC2=CC=CC=C12)N1C(CCCC1=O)=O 1-oxoisoindolin-2-yl-piperidine-2,6-dione